CC1=NN(C2=NC(=NC=C21)NC=2C(=CC=1N(C2)N=CN1)C)CCCOC(F)(F)F 3-methyl-N-(7-methyl-[1,2,4]triazolo[1,5-a]pyridin-6-yl)-1-(3-(trifluoromethoxy)propyl)-1H-pyrazolo[3,4-d]pyrimidin-6-amine